BrC=1C=C(C(=NC1C)O)CC 5-bromo-3-ethyl-6-methylpyridin-2-ol